2,5-dimethoxy-4-(2-methoxyethylsulfanyl)phenethylamine COC1=C(CCN)C=C(C(=C1)SCCOC)OC